3-phenoxybicyclo[3.1.0]hexane O(C1=CC=CC=C1)C1CC2CC2C1